N-((2R,3S)-1-((2S)-2-hydroxypropanoyl)-2-(((cis-4-phenylcyclohexyl)oxy)methyl)-piperidin-3-yl)methanesulfonamide O[C@H](C(=O)N1[C@H]([C@H](CCC1)NS(=O)(=O)C)CO[C@@H]1CC[C@@H](CC1)C1=CC=CC=C1)C